rac-1-(((7S,8R)-8-Fluoro-7-methyl-1,4-dioxaspiro[4.5]decan-7-yl)methyl)-1H-benzo[d]imidazole-6-carbonitrile F[C@H]1[C@](CC2(OCCO2)CC1)(C)CN1C=NC2=C1C=C(C=C2)C#N |r|